C(C)(C)(C)OC(CCC1=CC2=C(N=C(N2)C(NC(=O)C=2C(=NOC2)C)C2CCCCCCC2)C(=C1)F)=O 3-(2-{cyclooctyl-[(3-methylisoxazole-4-carbonyl)amino]methyl}-7-fluoro-3H-benzimidazol-5-yl)propionic acid tert-butyl ester